1-(nonanoyloxy)-3-(nonyloxy)propan-2-yl 1H-imidazole-1-carboxylate N1(C=NC=C1)C(=O)OC(COC(CCCCCCCC)=O)COCCCCCCCCC